CC1=CC=C(C=C1)OB([O-])[O-].C1(=CC=CC=C1)[P+](C1=CC=CC=C1)(C1=CC=CC=C1)C1=CC=CC=C1.C1(=CC=CC=C1)[P+](C1=CC=CC=C1)(C1=CC=CC=C1)C1=CC=CC=C1 tetraphenylphosphonium (4-methylphenyl)borate